C(N)(O[C@H](C(=O)NN(C([C@@H](F)Cl)=O)CCC(=O)N)CC1CCCCC1)=O ((S)-1-(2-(3-amino-3-oxo-propyl)-2-((S)-2-chloro-2-fluoroacetyl) hydrazino)-3-cyclohexyl-1-oxo-propan-2-yl) carbamate